2,5-dimethylfuran-3-thiocarbamate CC=1OC(=CC1NC([O-])=S)C